C(=O)(O)CNCC(=O)OCCO hydroxyethyl carboxymethylglycinate